C(CCCCCCCCCCCCCCCCCCCCCCCCCCCCCCCCCCCCCC)(=O)OCCCCCCCCCCCCCCCCCCCCCCCCCCCC montanyl nonatriacontanoate